6-chloro-1-(3-(morpholin-3-yl)propyl)pyrimidine-2,4(1H,3H)-dione ClC1=CC(NC(N1CCCC1NCCOC1)=O)=O